tert-butyl 4-(8-methyl-2-methylsulfanyl-7-oxo-pyrido[2,3-d]pyrimidin-6-yl)-3,4-dihydro-2H-quinoline-1-carboxylate CN1C(C(=CC2=C1N=C(N=C2)SC)C2CCN(C1=CC=CC=C21)C(=O)OC(C)(C)C)=O